FC1(CN(CC1(C)C)C=1C=2C(C=NC1)=NN(C2)C=2C(NC(NC2)=O)=O)F 5-[4-(3,3-difluoro-4,4-dimethyl-pyrrolidin-1-yl)pyrazolo[3,4-c]pyridin-2-yl]-1H-pyrimidine-2,4-dione